ClOC(N1P=NP(N(P1Cl)Cl)Cl)(Cl)Cl hexachlorocyclotriphosphazenemethanol